N1=C(C=NC=C1)[C@H]1N(OCC1)C(=O)[C@@H]1CC[C@H](CC1)CN1C=CC2=NC=C(C=C21)C#N trans-1-[[4-[(3S)-3-pyrazin-2-ylisoxazolidine-2-carbonyl]cyclohexyl]methyl]pyrrolo[3,2-b]pyridine-6-carbonitrile